(3-aminopropyl)dithiol NCCCC1SSC=C1